ClC1=C(C=CC(=C1)O)CC(=O)NC1=CC=C(C=C1)N1C2=C(NC(CC1=O)=O)C1=CC=CC=C1C=C2 5-[4-[2-(2-chloro-4-hydroxyphenyl)acetylamino]phenyl]-1H-naphtho[1,2-b][1,4]diazepine-2,4(3H,5H)-dione